(di-4-Tolylamino)phenylcyclohexane C1(=CC=C(C=C1)N(C1=CC=C(C=C1)C)C1(CCCCC1)C1=CC=CC=C1)C